2-(fluorophenyl)-3-hydroxy-1-[2-(1-isopropylpyrazol-4-ylsulfonyl)-4H,6H-pyrrolo[3,4-c]pyrazol-5-yl]propan-1-one FC1=C(C=CC=C1)C(C(=O)N1CC2=NN(C=C2C1)S(=O)(=O)C=1C=NN(C1)C(C)C)CO